FC1=C(C(=C(C(=C1)[N+](=O)[O-])F)F)F 1,2,3,4-tetrafluoro-5-nitro-benzene